(E)-N-(4-(1-(4-(1-(5-((2-(2,6-dioxopiperidin-3-yl)-1,3-dioxoisoindolin-4-yl)thio)pentanoyl)piperidin-4-yl)benzoyl)piperidin-4-yl)butyl)-3-(pyridin-3-yl)acrylamide O=C1NC(CCC1N1C(C2=CC=CC(=C2C1=O)SCCCCC(=O)N1CCC(CC1)C1=CC=C(C(=O)N2CCC(CC2)CCCCNC(\C=C\C=2C=NC=CC2)=O)C=C1)=O)=O